(S)-3-((4-(8-chloro-7-((2-methyl-1H-benzo[d]imidazol-6-yl)oxy)quinoxalin-2-yl)-1H-pyrazol-1-yl)methyl)tetrahydrothiophene 1,1-dioxide ClC=1C(=CC=C2N=CC(=NC12)C=1C=NN(C1)C[C@H]1CS(CC1)(=O)=O)OC=1C=CC2=C(NC(=N2)C)C1